O1CCOC2=C1C=CC=C2C(=O)O 2,3-dihydro-1,4-benzodioxine-5-carboxylic acid